[N+](=[N-])=NS(=O)(=O)C(F)(F)F N-Diazo-1,1,1-trifluoro-methanesulfonamide